tributylhexylphosphonium bis(trifluoromethanesulfonyl)imide salt [N-](S(=O)(=O)C(F)(F)F)S(=O)(=O)C(F)(F)F.C(CCC)[P+](CCCCCC)(CCCC)CCCC